N=C(C(=O)[O-])C Imino-Propionate